methyl (E)-3-(3-(N-((4-(3-methyl-1,2,4-oxadiazol-5-yl)bicyclo[2.2.2]octan-1-yl)methyl)cyclohexanecarboxamido)phenyl)but-2-enoate CC1=NOC(=N1)C12CCC(CC1)(CC2)CN(C(=O)C2CCCCC2)C=2C=C(C=CC2)/C(=C/C(=O)OC)/C